isopropyl-6-methoxy-[1,1'-biphenyl] C(C)(C)C1=C(C(=CC=C1)OC)C1=CC=CC=C1